C1(CC1)OC[C@@H](N1C(NCC(C1)(F)F)=O)C1=CC=2N(N=C1)C=C(N2)[C@H](C2CCC(CC2)(F)F)NC(OC(C)(C)C)=O tert-Butyl ((S)-(7-((S)-2-cyclopropoxy-1-(5,5-difluoro-2-oxotetrahydropyrimidin-1(2H)-yl)ethyl)imidazo[1,2-b]pyridazin-2-yl)(4,4-difluorocyclohexyl)methyl)carbamate